C(C=C)N Allylamine